1-(6-chlorothieno[2,3-b]pyridin-2-yl)-3-fluorocyclobutyl acetate C(C)(=O)OC1(CC(C1)F)C1=CC=2C(=NC(=CC2)Cl)S1